1-[5-(5-chloro-2-methylpyridin-4-yl)-1H-pyrazole-3-carbonyl]Piperidine-4-carboxylic acid methyl ester COC(=O)C1CCN(CC1)C(=O)C1=NNC(=C1)C1=CC(=NC=C1Cl)C